4-hydroxy-benzenesulfonate OC1=CC=C(C=C1)S(=O)(=O)[O-]